NC1=CC(=C(OC2=CC(=NC=C2)NC(=O)C2CC2)C=C1)F N-[4-(4-amino-2-fluorophenoxy)-2-pyridyl]cyclopropylcarboxamide